acryloyl-1,4-dioxa-8-azaspiro(4.5)decane C(C=C)(=O)C1OC2(OC1)CCNCC2